(2R,3S)-2-(3-(5-chloro-7-(1-(2-fluoroethyl)-1H-pyrazol-4-yl)-1H-benzo[d]imidazol-1-yl)propyl)piperidin-3-ol dihydrochloride Cl.Cl.ClC1=CC2=C(N(C=N2)CCC[C@H]2NCCC[C@@H]2O)C(=C1)C=1C=NN(C1)CCF